CC1=NN(C=C1NC1=NC=C(C(=N1)NCCCN1C(CC1)=O)C#N)C1CN(CC1)C 2-((3-methyl-1-(1-methylpyrrolidin-3-yl)-1H-pyrazol-4-yl)amino)-4-((3-(2-oxoazetidin-1-yl)propyl)amino)pyrimidine-5-carbonitrile